diisobutyl 3,9-dichloroperylene-4,10-dicarboxylate ClC=1C=CC=2C3=CC=C(C=4C(=CC=C(C5=CC=C(C1C52)C(=O)OCC(C)C)C43)Cl)C(=O)OCC(C)C